6-(2,4-dimethoxypyrimidin-5-yl)-8-(4,4-dimethyl-1-piperidyl)imidazo[1,2-b]pyridazine COC1=NC=C(C(=N1)OC)C=1C=C(C=2N(N1)C=CN2)N2CCC(CC2)(C)C